(3,5-dimethyl-4-pyridin-2-yl-1H-pyrazol-1-yl)benzonitrile CC1=NN(C(=C1C1=NC=CC=C1)C)C1=C(C#N)C=CC=C1